ClC=1C=2N(C=CC1)N=C(C2)[C@H]2N(CCC1=C2N=CN1)C=1OC(=NN1)C1=NC=CN=C1 (S)-2-(4-(4-chloropyrazolo[1,5-a]pyridin-2-yl)-1,4,6,7-tetrahydro-5H-imidazo[4,5-c]pyridin-5-yl)-5-(pyrazin-2-yl)-1,3,4-oxadiazole